tert-butyl (1R,3S,5S)-3-[methyl(6-[4-[1-(oxan-2-yl)pyrazol-4-yl]-1H-indol-7-yl]pyridazin-3-yl)amino]-8-azabicyclo[3.2.1]octane-8-carboxylate CN(C1C[C@H]2CC[C@@H](C1)N2C(=O)OC(C)(C)C)C=2N=NC(=CC2)C=2C=CC(=C1C=CNC21)C=2C=NN(C2)C2OCCCC2